(8-bromo-6-(1-fluorocyclopropyl)imidazo[1,2-a]pyridin-2-yl)methanamine BrC=1C=2N(C=C(C1)C1(CC1)F)C=C(N2)CN